OC(CCCCCCCCCC(=O)O)CCC(CCCCCCCCCCC)O 11,14-Dihydroxypentacosanoic acid